N-[4-(4-carbamimidoyl-piperazin-1-yl)-3-methoxy-phenyl]-4-(1-carbamimidoyl-1,2,3,6-tetrahydro-pyridin-4-yl)-benzamide C(N)(=N)N1CCN(CC1)C1=C(C=C(C=C1)NC(C1=CC=C(C=C1)C=1CCN(CC1)C(N)=N)=O)OC